C(C([2H])([2H])[2H])(=O)NC1(CC1)C(=O)O 1-(acetamido-2,2,2-d3)cyclopropane-1-carboxylic acid